Cl.NC(C(C(=O)NC(C1=CC=C(C=C1)Cl)C1=CC=C(C=C1)Cl)O)C 3-amino-N-(bis(4-chlorophenyl)methyl)-2-hydroxybutanamide hydrochloride